2-chloro-7-(2,6-difluorophenyl)-5,8-dimethyl-7,8-dihydro-pteridin-6(5H)-one ClC1=NC=2N(C(C(N(C2C=N1)C)=O)C1=C(C=CC=C1F)F)C